1-[4-[(R)-amino(4,5-dichloro-2-hydroxyphenyl)methyl]piperidine-1-carbonyl]azetidin-3-ol N[C@H](C1CCN(CC1)C(=O)N1CC(C1)O)C1=C(C=C(C(=C1)Cl)Cl)O